CC=1SC(=C(C1C(=O)O)C(=O)O)C 2,5-dimethyl-3,4-thiophenedicarboxylic acid